COC=1C=C(C=CC1OC)[C@@]12CCN([C@H]2C=C(CC1)OC(CCCCOC)=O)C (3aS,7aS)-3a-(3,4-dimethoxyphenyl)-1-methyl-2,3,3a,4,5,7a-hexahydro-1H-indol-6-yl-5-methoxypentanoate